[Br-].OC1=CC=C2C(C=C(OC2=C1O)C1=CC=C(C=C1)CCCC[P+](C1=CC=CC=C1)(C1=CC=CC=C1)C1=CC=CC=C1)=O 4-[4-(7,8-dihydroxy-4-oxo-chromen-2-yl)phenyl]butyltriphenylphosphonium bromide